N1(C=CC=C1)C=1C=C2CC(C2=CC1)(C(=O)OCC)C(=O)OCC diethyl 3-(1H-pyrrol-1-yl)bicyclo[4.2.0]octa-1,3,5-triene-7,7-dicarboxylate